Cl.N1(CCC1)C=1C2=C(N=CN1)C1=C(S2)N=C(C(=C1C)Cl)C 4-(azetidin-1-yl)-8-chloro-7,9-dimethyl-pyrido[3',2':4,5]thieno[3,2-d]pyrimidine hydrochloride